2-(((2,3-dihydrobenzo[b][1,4]dioxin-6-yl)methyl)amino)-9-(5,6,7,8-tetrahydro-1,8-naphthyridin-2-yl)nonanoic acid O1C2=C(OCC1)C=C(C=C2)CNC(C(=O)O)CCCCCCCC2=NC=1NCCCC1C=C2